2-(4-acryloyl-3,3-dimethylpiperazin-1-yl)-N-[(2R)-1-cyanopropan-2-yl]-5H-pyrrolo[2,3-b]pyrazine-7-carboxamide C(C=C)(=O)N1C(CN(CC1)C=1N=C2C(=NC1)NC=C2C(=O)N[C@@H](CC#N)C)(C)C